dihydropterin (dihydropteroate) C(C1=CC=C(NCC=2CNC=3N=C(N)NC(=O)C3N2)C=C1)(=O)O.N1=C(N)NC(=O)C=2N=CCNC12